NC(C#N)C=1C=NC=CC1 amino-α-(3-pyridinyl)acetonitrile